NC1=C(C=C(C=C1)NCCCN1C=NC=C1)C N-(4-amino-3-methylphenyl)-N-[3-(1H-imidazole-1-yl)propyl]amine